ClC1=C(C(=O)NCC=2C=NC(=CC2)OC)C=C(C=C1)[N+](=O)[O-] 2-chloro-N-((6-methoxypyridin-3-yl)methyl)-5-nitrobenzamide